tert-Butyl 8-(5-hydroxy-2-(pyridin-4-yl) pyrido[3,4-d]pyrimidin-4-yl)-2,8-diazaspiro[4.5]decane-2-carboxylate OC1=CN=CC=2N=C(N=C(C21)N2CCC1(CCN(C1)C(=O)OC(C)(C)C)CC2)C2=CC=NC=C2